C(C)(=O)N1C[C@@H](N(C[C@H]1C1=CC(=NC(=C1)Cl)Br)C(C=C)=O)CO trans-1-(4-acetyl-5-(2-bromo-6-chloropyridin-4-yl)-2-(hydroxymethyl)piperazin-1-yl)prop-2-en-1-one